1-(2-propenyl)-1,3,5-triazine-2,4,6(1H,3H,5H)-trione C(C=C)N1C(NC(NC1=O)=O)=O